CC(C(=O)OCCCCCCCCCCCC)=C dodecyl (methyl)acrylate